NC1=NC=2C=CC(=CC2C2=C1C=NN2C)C(=O)N(C)[C@@H]2COCC1=C2C=CC(=C1F)F 4-amino-N-((4S)-7,8-difluoro-3,4-dihydro-1H-2-benzopyran-4-yl)-N,1-dimethyl-1H-pyrazolo[4,3-c]quinoline-8-carboxamide